C1(CC1)C1=NC=NC(=C1C1=NC(=C2NC=NC2=N1)NCC1=CC=C(C=C1)N1N=C(C=C1C1COC1)C(F)(F)F)OC 2-(4-cyclopropyl-6-methoxypyrimidin-5-yl)-N-(4-(5-(oxetan-3-yl)-3-(trifluoromethyl)-1H-pyrazol-1-yl)benzyl)-7H-purin-6-amine